O[C@H](CC1N(C(OC1)(C)C)C(=O)[O-])CC 4-((S)-2-hydroxybutyl)-2,2-dimethyloxazolidine-3-carboxylate